Cl.Cl.NCCCCN PUTRESCINE DIHYDROCHLORIDE